tetraphenyl-bismuth p-toluenesulfonate salt CC1=CC=C(C=C1)S(=O)(=O)O.C1(=CC=CC=C1)[Bi](C1=CC=CC=C1)(C1=CC=CC=C1)C1=CC=CC=C1